2-(butylthio)-6-chloro-7-(prop-2-yn-1-yl)-7H-purine C(CCC)SC1=NC(=C2N(C=NC2=N1)CC#C)Cl